2-(((5-bromo-1-methyl-1H-1,2,4-triazol-3-yl)methoxy)methyl)-6-(trifluoromethyl)nicotinic acid ethyl ester C(C)OC(C1=C(N=C(C=C1)C(F)(F)F)COCC1=NN(C(=N1)Br)C)=O